O1CCCOC2=C1C=CC=C2 3,4-di-hydro-2H-1,5-benzodioxepin